7-(3-(1,3,5-trimethyl-1H-pyrazol-4-yl)phenyl)-1H-imidazo[4,5-b]pyridine CN1N=C(C(=C1C)C=1C=C(C=CC1)C1=C2C(=NC=C1)N=CN2)C